C1(CCCCC1)NC1CCCCC1.C(C1=CC=CC=C1)OC(=O)N([C@H](C(=O)O)CC(=O)OC(C)(C)C)C (2S)-2-(((benzyloxy)carbonyl)(methyl)amino)-4-tert-butoxy-4-oxobutanoic acid dicyclohexylamine salt